tert-butyl 3-(2-aminopropyl)azetidine-1-carboxylate TFA salt OC(=O)C(F)(F)F.NC(CC1CN(C1)C(=O)OC(C)(C)C)C